N-methyl-N'-heptylurea CNC(=O)NCCCCCCC